5-((2-((tert-butyl(methyl)amino)methyl)benzyl)amino)-3-fluoro-N-(isoxazol-3-yl)-6-methylpyridine-2-sulfonamide trifluoroacetic acid salt FC(C(=O)O)(F)F.C(C)(C)(C)N(C)CC1=C(CNC=2C=C(C(=NC2C)S(=O)(=O)NC2=NOC=C2)F)C=CC=C1